N[C@@H](CCC(=O)NC1=CC=C(C=C1)[N+](=O)[O-])C(=O)O gamma-glutamyl-para-nitroaniline